(S)-6-(1-amino-1,3-dihydrospiro[indene-2,4'-piperidine]-1'-yl)-3-(1-(6-methylpyridin-2-yl)vinyl)-1H-pyrazole NC1C2=CC=CC=C2CC12CCN(CC2)[C@]2(C=CC=C(N2)C(=C)C2=NNC=C2)C